(3S)-tert-butyl piperidin-3-ylcarbamate N1C[C@H](CCC1)NC(OC(C)(C)C)=O